ClC=1C(=CC(=C(C1)NC(=O)C=1C=NN(C1C(F)(F)F)C1=C2C=CNC(C2=CC=C1)=O)C)N1N=CC=N1 N-(5-chloro-2-methyl-4-(2H-1,2,3-triazol-2-yl)phenyl)-1-(1-oxo-1,2-dihydroisoquinolin-5-yl)-5-(trifluoromethyl)-1H-pyrazole-4-carboxamide